ClC=1C=C2C=C(NC2=CC1)C(=O)N1CCN(CC1)C 1-[(5-chloro-1H-indol-2-yl)carbonyl]-4-methylpiperazine